N-(5-((2R,3R)-3-hydroxy-2-methylpyrrolidin-1-yl)-2-(trifluoromethyl)pyridin-3-yl)-6-(1-(2,2,2-trifluoroethyl)-1H-pyrazol-4-yl)picolinamide O[C@H]1[C@H](N(CC1)C=1C=C(C(=NC1)C(F)(F)F)NC(C1=NC(=CC=C1)C=1C=NN(C1)CC(F)(F)F)=O)C